2,2'-bipyridine-4,4'-dicarboxylic acid methyl ester COC(=O)C1=CC(=NC=C1)C1=NC=CC(=C1)C(=O)O